C1=CC(=C(C=C1NC(=O)NC2=C(C=CC(=C2)Cl)OC3=C(C=C(C=C3)Cl)S(=O)(=O)O)Cl)Cl The molecule is an organochlorine pesticide consisting of 1,3-diphenylurea having chloro substituents at the 3-, 4- and 5'-positions and a 4-chloro-2-sulfophenoxy group at the 2'-position. It has a role as an epitope and an insecticide. It is an organochlorine pesticide, an arenesulfonic acid, a dichlorobenzene and a member of phenylureas. It derives from a 1,3-diphenylurea. It is a conjugate acid of a sulcofuronate.